N=1N=CN(C1)CC12CC(CC(N1)C2)C cis-1-((4H-1,2,4-triazol-4-yl)methyl)-3-methyl-6-azabicyclo[3.1.1]heptane